N-(2-mercaptoethyl)-hexanamide SCCNC(CCCCC)=O